dioctyltin bis(octylthioglycolate) C(CCCCCCC)C(C(=O)[O-])S.C(CCCCCCC)C(C(=O)[O-])S.C(CCCCCCC)[Sn+2]CCCCCCCC